O1CCC(CC1)CCC(=O)N1CCC2(C(C2)CNC(=O)N2CC=3C=NC=CC3C2)CC1 N-[[6-(3-tetrahydropyran-4-ylpropanoyl)-6-azaspiro[2.5]octan-2-yl]methyl]-1,3-dihydropyrrolo[3,4-c]pyridine-2-carboxamide